CC1=NC(=NO1)C1=CC=C2C=CN=C(C2=C1)NC=CC(=O)NC=1SC(=C(N1)C)C1(COC1)OCCC 3-[[7-(5-methyl-1,2,4-oxadiazol-3-yl)-1-isoquinolyl]amino]-N-[4-methyl-5-(3-propoxyoxetan-3-yl)thiazol-2-yl]propenamide